1-(3-bromophenyl)-3-(3-trifluoromethyl-sulfanylphenyl)urea BrC=1C=C(C=CC1)NC(=O)NC1=C(C(=CC=C1)C(F)(F)F)S